FC(C=1C=CC(=NC1)C=1C=NC(=C2C=CC=NC12)N[C@@H]1CN(CC1)C(C=C)=O)(F)F (S)-1-(3-((8-(5-(trifluoromethyl)pyridin-2-yl)-1,6-naphthyridin-5-yl)amino)pyrrolidin-1-yl)prop-2-en-1-one